BrC1=CC(=C(C=C1)CC(=O)OCC)CCC(CC1=C(C=CC(=C1)C#N)COC1=NC(=CC=C1)Cl)=O ethyl 2-[4-bromo-2-[4-[2-[(6-chloro-2-pyridyl)oxymethyl]-5-cyano-phenyl]-3-oxo-butyl]phenyl]acetate